C1(C=2C(C(=O)O1)=CC=CC2)=S thiophthalic anhydride